OC1(CN(C1)C1=CC=C(C=C1)N1C(N(CC1)C1=NC(=CC=C1)C1=NN=CN1C(C)C)=O)C(C)C 1-(4-(3-hydroxy-3-isopropylazetidin-1-yl)phenyl)-3-(6-(4-isopropyl-4H-1,2,4-triazol-3-yl)pyridin-2-yl)imidazolidin-2-one